4-amino-N-(bicyclo[1.1.1]pentan-1-yl)-N-(2-chloro-4-(1H-imidazol-1-yl)benzyl)-7-fluoroimidazo[1,5-a]quinoxaline-8-carboxamide NC=1C=2N(C3=CC(=C(C=C3N1)F)C(=O)N(CC1=C(C=C(C=C1)N1C=NC=C1)Cl)C13CC(C1)C3)C=NC2